N1=CC(=CC=C1)CN1N=C(C=C1)C=1C=C(C=C(C1)C1=CC=CC=C1)NCC(=O)OCC ethyl (5-(1-(pyridin-3-ylmethyl)-1H-pyrazol-3-yl)-[1,1'-biphenyl]-3-yl)glycinate